C(C)(C)(C)OC(=O)N1CC(CC1)C1=CC(=C(C=C1)F)CO.BrC1=NN=C2N1CCN(C2)C(C)=O 1-(3-bromo-5,6-dihydro-[1,2,4]triazolo[4,3-a]pyrazin-7(8H)-yl)ethan-1-one tert-Butyl-3-(4-fluoro-3-(hydroxymethyl)phenyl)pyrrolidine-1-carboxylate